C1(CCCCC1)[C@@H](C(=O)NC1=CC2=C(S1)CC(CC2)(N2CC1(CC1)CNC2=O)C(NC)=O)NC(=O)C2=CC=NN2C N-((1S)-1-cyclohexyl-2-((6-(methylcarbamoyl)-6-(6-oxo-5,7-diazaspiro[2.5]octan-5-yl)-4,5,6,7-tetrahydrobenzo[b]thiophen-2-yl)amino)-2-oxoethyl)-1-methyl-1H-pyrazole-5-carboxamide